C(CCCCCCC\C=C/CCCCCCCC)OC(CCCCCCCCCCC)=O dodecanoic acid oleyl ester